N-(2-Aminophenyl)-N'-phenylheptanediamide NC1=C(C=CC=C1)NC(CCCCCC(=O)NC1=CC=CC=C1)=O